FC1(CCN(CCC1)C1=NC(=C(C=C1C=1NC2=CC=NC(=C2C(C1)=O)OCC)C)C(F)(F)F)F 2-[2-(4,4-Difluoroazepan-1-yl)-5-methyl-6-(trifluoromethyl)-3-pyridinyl]-5-ethoxy-1H-1,6-naphthyridin-4-one